2-[3-(3,5-dichlorophenyl)ureido]-N-(2-hydroxy-ethyl)benzamide ClC=1C=C(C=C(C1)Cl)NC(NC1=C(C(=O)NCCO)C=CC=C1)=O